C(#N)[C@H]1N(CSC1)C(CNC(=O)C1=CC=NC2=CC=C(C=C12)C1=CC=NN1)=O (R)-N-(2-(4-Cyanothiazolidin-3-yl)-2-oxoethyl)-6-(1H-pyrazol-5-yl)-quinoline-4-carboxamide